ClC=1N([C@H]2[C@H](OC)[C@H](O)[C@@H](CO)O2)C=2N=CN=C(C2N1)N 8-chloro-2'-O-methyladenosine